C(CCCCCCCCCCCCC)OP(=O)(OCCCCCCCCCCCCCC)O.ClC=1C(=NC(=NC1)NC1=C(C=C(C=C1)C(=O)C1=CC=NC=C1)OC)C=1C=NN(C1)C (4-((5-chloro-4-(1-methyl-1H-pyrazol-4-yl)pyrimidin-2-yl)amino)-3-methoxyphenyl)(pyridin-4-yl)methanone di-myristyl-phosphate